9,9'-(3,5-bis(2,6-diphenylpyrimidin-4-yl)-2-(3-methyl-9H-carbazol-9-yl)-1,4-phenylene)bis(9H-carbazole) C1(=CC=CC=C1)C1=NC(=CC(=N1)C=1C(=C(C=C(C1N1C2=CC=CC=C2C=2C=CC=CC12)C1=NC(=NC(=C1)C1=CC=CC=C1)C1=CC=CC=C1)N1C2=CC=CC=C2C=2C=CC=CC12)N1C2=CC=CC=C2C=2C=C(C=CC12)C)C1=CC=CC=C1